3-ethyl-4-2-ethyl-hexyl-3-ethyl-4-pentyl-3-ethyl-4-ethyl-2-pentyl valerate C(CCCC)(=O)OC(CCCC(C(CC)CC)CC)C(C(C)(CC)CCCCC)(CC)CC